NC1(CC(C1)(F)F)C1=NC=C(C=N1)C1=CC2=C(N=C3N2[C@H]2C4=C(C(N([C@@H]3C2)C([2H])([2H])[2H])=O)C=CC=C4C#C)C=C1 (7R,14R)-11-(2-(1-amino-3,3-difluorocyclobutyl)pyrimidin-5-yl)-1-ethynyl-6-(methyl-d3)-6,7-dihydro-7,14-methanobenzo[f]benzo[4,5]imidazo[1,2-a][1,4]diazocin-5(14H)-one